5-(tert-butyl) 1-((9Z,27Z)-hexatriaconta-9,27-dien-18-yl) (((9H-fluoren-9-yl)methoxy)carbonyl)glutamate C1=CC=CC=2C3=CC=CC=C3C(C12)COC(=O)N[C@@H](CCC(=O)OC(C)(C)C)C(=O)OC(CCCCCCC\C=C/CCCCCCCC)CCCCCCCC\C=C/CCCCCCCC